dibutyl monooctyl aconitate C(C=C(C(=O)OCCCCCCCC)CC(=O)OCCCC)(=O)OCCCC